1-ethyl-6-(1-(2-fluoro-4-(trifluoromethyl)benzyl)-1H-pyrazol-3-yl)-3-hydroxyquinoline-2,4(1H,3H)-dione C(C)N1C(C(C(C2=CC(=CC=C12)C1=NN(C=C1)CC1=C(C=C(C=C1)C(F)(F)F)F)=O)O)=O